N-(2-methyl-2-azaspiro[3.3]heptane-6-yl)benzamide tert-butyl-3-(5-amino-2-chloro-4-cyano-3-thienyl)pyrrolidine-1-carboxylate C(C)(C)(C)OC(=O)N1CC(CC1)C1=C(SC(=C1C#N)N)Cl.CN1CC2(C1)CC(C2)NC(C2=CC=CC=C2)=O